(7-(4-(4-(benzo[b]thiophen-4-yl)piperazin-1-yl)butoxy)quinolin-2-yloxy)methyl dihexylcarbamate C(CCCCC)N(C(OCOC1=NC2=CC(=CC=C2C=C1)OCCCCN1CCN(CC1)C1=CC=CC=2SC=CC21)=O)CCCCCC